[Cl-].N[Cr+]N diaminochromium (III) chloride